3-(2-(methoxycarbonyl)phenyl)-2,5-dihydro-1H-pyrrole-1-carboxylic acid tert-butyl ester C(C)(C)(C)OC(=O)N1CC(=CC1)C1=C(C=CC=C1)C(=O)OC